(7-(2-(4-(6-fluorobenzothiophen-4-yl)piperazin-1-yl)ethyl)-2-oxo-3,4-dihydroquinoline-1(2H)-yl)picolinate FC1=CC2=C(C=CS2)C(=C1)N1CCN(CC1)CCC1=CC=C2CCC(N(C2=C1)C=1C(=NC=CC1)C(=O)[O-])=O